2-(4-methylphenyl)ethylene CC1=CC=C(C=C1)C=C